C1(=CC(=CC=C1)C1=C(C(=NC(=C1C#N)N1CCC1)N)C#N)C1=CC=CC=C1 4-([1,1'-Biphenyl]-3-yl)-2-amino-6-(azetidin-1-yl)pyridine-3,5-dinitrile